6-(((2R,3R,4R,5S)-5-amino-3,4-dihydroxytetrahydro-2H-pyran-2-yl)methoxy)-N-(prop-2-yn-1-yl)-4-(trifluoromethyl)picolinamide N[C@@H]1[C@H]([C@H]([C@H](OC1)COC1=CC(=CC(=N1)C(=O)NCC#C)C(F)(F)F)O)O